FC1=C(C(=CC=C1)F)C=1C=CC(=NC1)[C@H](C)N (S)-1-(5-(2,6-difluorophenyl)pyridin-2-yl)ethan-1-amine